ClP1O[C@H]([C@H](O1)C1=CC=CC=C1)C1=CC=CC=C1 (4R,5S)-2-chloro-4,5-diphenyl-1,3,2-dioxaphospholane